3-ethyl-2-oxo-2,3-dihydro-1,3-benzoxazol C(C)N1C(OC2=C1C=CC=C2)=O